1-hexyl-4,5-diethyl-imidazolium C(CCCCC)N1C=[NH+]C(=C1CC)CC